1-(2-(((1-benzyl-1H-indol-5-yl)methyl)amino)-1H-benzo[d]imidazol-1-yl)butan-1-one C(C1=CC=CC=C1)N1C=CC2=CC(=CC=C12)CNC1=NC2=C(N1C(CCC)=O)C=CC=C2